2-((4-(7-(((2s,5r)-5-aminotetrahydro-2H-pyran-2-yl)methyl)-2,7-diazaspiro[3.5]non-2-yl)pyrimidin-5-yl)oxy)-N-(2-cyanoethyl)-5-fluoro-N-isopropylbenzamide hydrochloride Cl.N[C@@H]1CC[C@H](OC1)CN1CCC2(CN(C2)C2=NC=NC=C2OC2=C(C(=O)N(C(C)C)CCC#N)C=C(C=C2)F)CC1